4-({2-[6-(2,3-dihydro-benzo[1,4]dioxin-5-yl)-2-methoxy-pyridin-3-ylamino]-benzoylamino}-methyl)-piperidine-1-carboxylic acid tert-butyl ester C(C)(C)(C)OC(=O)N1CCC(CC1)CNC(C1=C(C=CC=C1)NC=1C(=NC(=CC1)C1=CC=CC=2OCCOC21)OC)=O